OC1=C(CC2=C(C(=CC(=C2)C)CC2=C(C=CC(=C2)C)O)O)C=C(C=C1)C 2,6-bis(2-hydroxy-5'-methyl-benzyl)-4-methylphenol